S1(N=C(C=C1)O)=O isothiazole-3-ol 1-oxide